C(C)(=O)C=1C=CC(=C(C1)NC1=NC(=CC(=C1)N(C(OC(C)(C)C)=O)C(=O)OC(C)(C)C)C(N(C1CC2=CC=CC=C2C1)C(=O)OC(C)(C)C)=O)F Tert-butyl (2-((5-acetyl-2-fluorophenyl)amino)-6-((tert-butoxycarbonyl)(2,3-dihydro-1H-inden-2-yl)carbamoyl)pyridin-4-yl)(tert-butoxycarbonyl)carbamate